ClC=1C(=C(C=CC1)NC1=C(NC2=C1C(NCC2)=O)C2=C(C=NC=C2)OC[C@H]2N(CCOC2)C(C=C)=O)OC 3-[(3-chloro-2-methoxyphenyl)amino]-2-(3-{[(3S)-4-(prop-2-enoyl)morpholin-3-yl]methoxy}pyridin-4-yl)-1H,5H,6H,7H-pyrrolo[3,2-c]pyridin-4-one